amino-indole NC=1NC2=CC=CC=C2C1